FC1=C(C(=CC=C1C(=O)C1=NN(C2=NC=C(C=C21)C2=CC=NC=C2)C2OCCN2)F)NS(=O)(=O)C N-[2,6-difluoro-3-[1-(oxazolidin-2-yl)-5-pyridin-4-ylpyrazolo[3,4-b]pyridine-3-carbonyl]phenyl]methanesulfonamide